ClC1=C(C=CC=C1C1=C(C(=NC=C1)C1=CC2=C(CN(CCS2(=O)=O)C)C=C1)Cl)C1=NC(=C(C=O)C=C1)OC 6-(2-chloro-3-(3-chloro-2-(4-methyl-1,1-dioxido-2,3,4,5-tetrahydrobenzo[f][1,4]thiazepin-8-yl)pyridin-4-yl)phenyl)-2-methoxynicotinaldehyde